(R)-(4-aminoimidazo[1,5-a]pyrido[3,4-e]pyrazin-8-yl)(2-(4-(trifluoromethyl)phenyl)piperidin-1-yl)methanone NC=1C=2N(C3=C(N1)C=NC(=C3)C(=O)N3[C@H](CCCC3)C3=CC=C(C=C3)C(F)(F)F)C=NC2